3,6-dichloro-4-piperazin-1-ylpyridazine ClC=1N=NC(=CC1N1CCNCC1)Cl